(E)-3-(4-(2-(3-Chlorobenzyl)-5-methyloxazol-4-yl)phenyl)acrylic acid ClC=1C=C(CC=2OC(=C(N2)C2=CC=C(C=C2)/C=C/C(=O)O)C)C=CC1